CCCCCCCCCCCCCCCCCC(=O)OC[C@H](COP(=O)([O-])OCC[N+](C)(C)C)OC(=O)CCCCCCCCC/C=C\CCCCCCCC 1-octadecanoyl-2-(11Z-eicosenoyl)-sn-glycero-3-phosphocholine